ClC1=C(C=CC=C1Cl)C=1C=2N(C(=NC1C)N1CCC(CC1)(N)C)C=CN2 1-(8-(2,3-dichlorophenyl)-7-methylimidazo[1,2-c]pyrimidin-5-yl)-4-methylpiperidin-4-amine